methyl 3-[3'-adamantan-1-yl-4'-(tert-butyl-dimethyl-silanyloxy)-2-formyl-biphenyl-4-yl]-acrylate C12(CC3CC(CC(C1)C3)C2)C=2C=C(C=CC2O[Si](C)(C)C(C)(C)C)C2=C(C=C(C=C2)C=CC(=O)OC)C=O